benzyl rac-2-(2-chloropyridin-4-yl)-2-methylpyrrolidine-1-carboxylate ClC1=NC=CC(=C1)[C@@]1(N(CCC1)C(=O)OCC1=CC=CC=C1)C |r|